FC(CCN1C[C@H](CC1)N1CN=C2C1=C1C(N=C2)=NC=C1)(F)F 1-((S)-1-(3,3,3-trifluoropropyl)pyrrolidin-3-yl)imidazo[4,5-d]pyrrolo[2,3-b]pyridine